7-((((S)-1-cyclopentylethyl)amino)methyl)-3,3-dimethyl-N-(3-((1s,3R)-3-methyl-1-(4-methyl-4H-1,2,4-triazol-3-yl)cyclobutyl)phenyl)-2,3-dihydrofuro[3,2-b]pyridine-5-carboxamide C1(CCCC1)[C@H](C)NCC1=C2C(=NC(=C1)C(=O)NC1=CC(=CC=C1)C1(CC(C1)C)C1=NN=CN1C)C(CO2)(C)C